C1(CC1)[C@@H](\C=C\S(=O)(=O)C)NC(=O)C1=[N+](C=C(C=C1)C1=CC(=C(C=C1)C)C)[O-] (S,E)-2-((1-cyclopropyl-3-(methylsulfonyl)allyl)carbamoyl)-5-(3,4-dimethylphenyl)pyridine 1-oxide